[Cl-].OC=1C=C2C[NH2+]CC2=CC1 5-hydroxyisoindolin-2-ium chloride